FC([C@H](CCS(=O)(=O)C)C=1C=CC(=NC1)N1N=CC(=C1)C1=NC=2C(=NC=CC2)N1)(F)F (1-(5-((R)-1,1,1-trifluoro-4-(methylsulfonyl)butan-2-yl)pyridin-2-yl)-1H-pyrazol-4-yl)-3H-imidazo[4,5-b]pyridine